4-morpholinobut-2-enamide O1CCN(CC1)CC=CC(=O)N